C(\C=C/C(=O)O)(=O)O.ClC=1C=CC2=C(N(C3=C(CC2)C=CC=C3)C(CCNC/C=C/C(=O)OCC)=O)C1 ethyl (E)-4-{[3-(3-chloro-10,11-dihydro-5H-dibenzo[b,f]azepin-5-yl)-3-oxopropyl]amino}but-2-enoate maleate